2-(3,5-Difluoro-phenyl)-N-(2-isopropylsulfanyl-4-oxo-7-trifluoromethyl-4H-quinazolin-3-yl)-propionamide FC=1C=C(C=C(C1)F)C(C(=O)NN1C(=NC2=CC(=CC=C2C1=O)C(F)(F)F)SC(C)C)C